S-aminoethyl-L-cysteine NCCSC[C@H](N)C(=O)O